(2R,3S,4R,5R)-5-(4-amino-7H-pyrrolo[2,3-d]pyrimidin-7-yl)-2-((R)-(4-chloro-3-fluorophenyl)(hydroxy)methyl)-3-(trifluoromethyl)tetrahydrofuran-3,4-diol NC=1C2=C(N=CN1)N(C=C2)[C@H]2[C@@H]([C@@]([C@H](O2)[C@H](O)C2=CC(=C(C=C2)Cl)F)(O)C(F)(F)F)O